C(#N)[C@@H](C[C@@H]1C(NCC1)=O)C1CC12CN(C(C2)C(=O)N)C(=O)C=2NC1=CC=CC(=C1C2)OC ((S)-1-cyano-2-[(3S)-2-oxopyrrolidin-3-yl]ethyl)-5-(4-methoxy-1H-indole-2-carbonyl)-5-azaspiro[2.4]heptane-6-carboxamide